N-(t-butoxycarbonyl)-L-phenylalanyl-N6-[(benzyloxy)carbonyl]-L-lysine tert-butyl ester C(C)(C)(C)OC([C@@H](NC([C@@H](NC(=O)OC(C)(C)C)CC1=CC=CC=C1)=O)CCCCNC(=O)OCC1=CC=CC=C1)=O